N[C@@H](CC(C)C)C(=O)OCCCC1=C(C=C2C([C@](C3(C(=C12)C)CC3)(C)O)=O)C 3-((R)-6'-hydroxy-2',4',6'-trimethyl-7'-oxo-6',7'-dihydrospiro[cyclopropane-1,5'-inden]-3'-yl)propyl leucinate